BrC1=C2C(=CC(=CC2=CC=C1)O)C=1N=CC2=C(N=C(C(=C2C1F)C)C)N1CC2CCC(C1)N2 5-bromo-4-[8-(3,8-diazabicyclo[3.2.1]octan-3-yl)-4-fluoro-5,6-dimethyl-2,7-naphthyridin-3-yl]naphthalen-2-ol